methyl 2-(4-(5-((R)-3-amino-3-((S)-2,2-difluoro-1-hydroxyethyl)piperidin-1-yl)-4-((6-amino-9H-purin-9-yl)methyl)pyridin-2-yl)-2,5-difluorophenoxy)acetate N[C@]1(CN(CCC1)C=1C(=CC(=NC1)C1=CC(=C(OCC(=O)OC)C=C1F)F)CN1C2=NC=NC(=C2N=C1)N)[C@@H](C(F)F)O